2-[(S)-amino(4-methylcyclohexyl)methyl]-4-fluoro-1H-benzimidazole-5-carbonitrile N[C@H](C1=NC2=C(N1)C=CC(=C2F)C#N)C2CCC(CC2)C